C1(=CC=CC=C1)SC1=CC=C(C=C1)C(C(CCCCC)=O)=O 1-[4-(phenylthio)phenyl]-1,2-heptanedione